4-(5-(3,5-dichlorophenyl)-4-nitro-5-(trifluoromethyl)-4,5-dihydro-isoxazol-3-yl)-2-methylbenzoic acid ClC=1C=C(C=C(C1)Cl)C1(C(C(=NO1)C1=CC(=C(C(=O)O)C=C1)C)[N+](=O)[O-])C(F)(F)F